C(C)N1N=C(C(=C1C1=NNC(=N1)C1=NC(=CC2=C1C=NN2C)C(=O)N)O)C 4-[3-(1-ethyl-4-hydroxy-3-methyl-1H-pyrazol-5-yl)-1H-1,2,4-triazol-5-yl]-1-methyl-1H-pyrazolo[4,3-c]pyridine-6-carboxamide